C(OC1=CC=C(C=C1)[N+](=O)[O-])(OCC1=CC=C(C=C1)SSC1=NC=C(C=C1)[N+](=O)[O-])=O 4-nitrophenyl (4-((5-nitropyridin-2-yl)disulfaneyl)benzyl) carbonate